O1[C@H](COCC1)COC=1C=C(C#N)C=C(C1)C=1SC(=CN1)C 3-[(2R)-1,4-dioxan-2-ylmethoxy]-5-(5-methyl-1,3-thiazol-2-yl)benzonitrile